3-(pyridine-4-yl)propan-1-amine N1=CC=C(C=C1)CCCN